O=C/1NCC2(\C1=C/C1=CC=C3C(=NN(C3=C1)C1OCCCC1)\C=C\C1=CC=C(C=C1)CN1CCCCC1)CCN(CC2)C(=O)[O-] (E)-3-oxo-4-((3-((E)-4-(piperidin-1-ylmethyl) styryl)-1-(tetrahydro-2H-pyran-2-yl)-1H-indazol-6-yl) methylene)-2,8-diazaspiro[4.5]decane-8-carboxylate